CC=1N=CC2=C(N1)OC(C=C2C)=O 2,5-dimethyl-7H-pyrano[2,3-d]pyrimidin-7-one